BrC=1C=CC(=C(C1)S(=O)(=O)NC1=C(C(=CC(=C1)OC(F)(F)F)C(=O)N1[C@H](CCC1)COC)O)O (R)-5-Bromo-2-hydroxy-N-(2-hydroxy-3-(2-(methoxymethyl)pyrrolidine-1-carbonyl)-5-(trifluoromethoxy)phenyl)benzenesulfonamide